C(C)(C)(C)OC(=O)N1CC2=NC(=CC=C2C1)C(=O)O 6-[(tert-butoxy)carbonyl]-5H,6H,7H-pyrrolo[3,4-b]pyridine-2-carboxylic acid